C1(CC1)N1N=CC(=C1)S(=O)(=O)N 1-cyclopropyl-1H-pyrazole-4-sulfonamide